NC=1C=2O[C@@H](C3=CC(=CC=C3N3N=CC=C3CC3=NN(C(=C3C(=CN1)C2)C#N)C)F)C (19R)-22-amino-16-fluoro-4,19-dimethyl-20-oxa-4,5,11,12,23-pentaazapentacyclo[19.3.1.02,6.08,12.013,18]pentacosa-1(24),2,5,8,10,13,15,17,21(25),22-decaene-3-carbonitrile